5-(2,2-Dihydroxyethyl)pyridin-2(1H)-one OC(CC=1C=CC(NC1)=O)O